C1(CC1)[C@H]1CCC=2C(=NC(=CC2C2=C(C=C(C=C2)F)F)C(=O)OCC)O1 ethyl (R)-2-cyclopropyl-5-(2,4-difluorophenyl)-3,4-dihydro-2H-pyrano[2,3-b]pyridine-7-carboxylate